4-cyano-N-[(2S)-1-(3,3-dimethylazetidin-1-yl)-5-[[(1R,2S)-2-(4-fluorophenyl)cyclopropyl]amino]-1-oxopentan-2-yl]benzamide C(#N)C1=CC=C(C(=O)N[C@H](C(=O)N2CC(C2)(C)C)CCCN[C@H]2[C@@H](C2)C2=CC=C(C=C2)F)C=C1